OC1=C(CC(=C(C1)C(=O)O)O)C(=O)O 2,5-dihydroxycyclohexa-1,4-diene-1,4-dicarboxylic acid